4-iodo-1-(phenylsulfonyl)-1H-indole-3-carbaldehyde IC1=C2C(=CN(C2=CC=C1)S(=O)(=O)C1=CC=CC=C1)C=O